4-(4-chloro-2-fluorophenyl)-3-(3-chlorophenyl)-1-ethyl-5-neopentylpyrrolidine-2-carboxylic acid ClC1=CC(=C(C=C1)C1C(C(N(C1CC(C)(C)C)CC)C(=O)O)C1=CC(=CC=C1)Cl)F